8-acetyl-6-methyl-2-(pyrrolidin-1-yl)quinoline-4-carbonitrile C(C)(=O)C=1C=C(C=C2C(=CC(=NC12)N1CCCC1)C#N)C